C1(CC1)CC(CP(OC)(OC)=O)=O dimethyl (3-cyclopropyl-2-oxopropyl)phosphonate